ClC=1C=C(OC2CCC(CC2)NC(=O)C=2N=NC(=CC2)N2CCC(CC2)N2CCN(CC2)CC=2C=C3C(N(C(C3=CC2)=O)C2C(NC(CC2)=O)=O)=O)C=CC1C#N N-((1r,4r)-4-(3-chloro-4-cyanophenoxy)cyclohexyl)-6-(4-(4-((2-(2,6-dioxopiperidin-3-yl)-1,3-dioxoisoindolin-5-yl)methyl)piperazin-1-yl)piperidin-1-yl)pyridazine-3-carboxamide